FC1=C(C2=CC=C(C(=C2C=C1)OC1=NC=NC=C1C1=NC(=NC=C1)N[C@@H]1CNC[C@H](C1)F)C)NS(=O)(=O)CC1=CC=CC=C1 N-(2-fluoro-5-((2-(((3S,5S)-5-fluoropiperidin-3-yl)amino)-[4,5'-bipyrimidin]-4'-yl)oxy)-6-methylnaphthalen-1-yl)-1-phenylmethanesulfonamide